(S)-3-(5-chloro-1H-indol-1-yl)-N-(4-cyano-3-(trifluoromethyl)phenyl)-2-hydroxy-2-methylpropanamide ClC=1C=C2C=CN(C2=CC1)C[C@](C(=O)NC1=CC(=C(C=C1)C#N)C(F)(F)F)(C)O